4-(2,4-Dichlorophenyl)-1,3-dithiane ClC1=C(C=CC(=C1)Cl)C1SCSCC1